FC=1C=C2C=C(NC2=CC1F)C(=O)N(C)[C@@H]1COCC=2N=C(C=3C=C(C(=CC3C21)F)F)OCCNC(OCC2=CC=CC=C2)=O benzyl (S)-(2-((1-(5,6-difluoro-N-methyl-1H-indole-2-carboxamido)-8,9-difluoro-1,4-dihydro-2H-pyrano[3,4-c]isoquinolin-6-yl)oxy)ethyl)carbamate